(Z)-2-(4-((6-chloro-7-methyl-1H-indol-3-yl)methylene)-2,5-dioxoimidazolidin-1-yl)-2-(4-chlorophenyl)acetic acid ClC1=CC=C2C(=CNC2=C1C)\C=C\1/NC(N(C1=O)C(C(=O)O)C1=CC=C(C=C1)Cl)=O